3-chloro-5-(diethylcarbamoyl)benzene ClC=1C=CC=C(C1)C(N(CC)CC)=O